dimethyl 2,3-pyridinedicarboxylate N1=C(C(=CC=C1)C(=O)OC)C(=O)OC